FC1(CC(C1)N(C(=O)C1=C(OC=2C(=NC=NC2)N2CC3(C2)CCN(CC3)C[C@@H]3CC[C@H](CO3)NC(OC(C)(C)C)=O)C=CC(=C1)F)C(C)C)F tert-Butyl ((3R,6S)-6-((2-(5-(2-((3,3-difluorocyclobutyl)(isopropyl)carbamoyl)-4-fluorophenoxy)pyrimidin-4-yl)-2,7-diazaspiro[3.5]nonan-7-yl)methyl)tetrahydro-2H-pyran-3-yl)carbamate